BrC1=CC=C(CC2(CN(C2)C(=O)OC(C)(C)C)O)C=C1 tert-butyl 3-(4-bromobenzyl)-3-hydroxyazetidine-1-carboxylate